C(#N)C1=CNC2=C(C=CC(=C12)F)NS(=O)(=O)C=1C=NN(C1)C(CO)(C)C N-(3-Cyano-4-fluoro-1H-indol-7-yl)-1-(2-hydroxy-1,1-dimethylethyl)pyrazol-4-sulfonamid